O=C1NC=C(C(N1)=O)C=1C=C(C=2N(N1)C=CN2)N2CC(C(C2)(F)F)OC2=NC=C(C#N)C=C2 6-((1-(6-(2,4-dioxo-1,2,3,4-tetrahydropyrimidin-5-yl)imidazo[1,2-b]pyridazin-8-yl)-4,4-difluoropyrrolidin-3-yl)oxy)nicotinonitrile